(6-amino-1H-indazol-3-yl)(morpholino)methanone NC1=CC=C2C(=NNC2=C1)C(=O)N1CCOCC1